Diphenyldi(4-(9-carbazolyl)phenyl)silane C1(=CC=CC=C1)[Si](C1=CC=C(C=C1)N1C2=CC=CC=C2C=2C=CC=CC12)(C1=CC=C(C=C1)N1C2=CC=CC=C2C=2C=CC=CC12)C1=CC=CC=C1